C(N)(=O)C1=CC(=C(OCC=2C3=C(SC2C(=O)O)C=CC=C3Cl)C(=C1)C)OC 3-((4-carbamoyl-2-methoxy-6-methylphenoxy)methyl)-4-chlorobenzo[b]thiophene-2-carboxylic acid